10-(benzyloxy)-2-methyl-3-(3-(1,2,3,4-tetrahydroisoquinoline-2-carbonyl)phenyl)-5,6-dihydro-2H-2,6-methanobenzo[g][1,3,5]oxadiazocin-4(3H)-one C(C1=CC=CC=C1)OC1=CC=CC=2C3NC(N(C(OC21)(C3)C)C3=CC(=CC=C3)C(=O)N3CC2=CC=CC=C2CC3)=O